CN1C[C@@H](CC1)OC1=CC=CC(=N1)N1N(C(C2=CN=C(N=C12)NC=1C=C2C=NN(C2=CC1)C)=O)CC=C 1-{6-[(R)-1-methyl-3-pyrrolidinyloxy]-2-pyridyl}-2-allyl-6-(1-methyl-1H-indazol-5-ylamino)-1,2-dihydro-3H-1,2,5,7-tetraazainden-3-one